N-(5-Fluoropyridin-2-yl)-1-[1-(4-methylpyrimidin-2-carbonyl)-1,2,3,4-tetrahydrochinolin-6-yl]cyclobutan-1-carboxamid FC=1C=CC(=NC1)NC(=O)C1(CCC1)C=1C=C2CCCN(C2=CC1)C(=O)C1=NC=CC(=N1)C